C1(=CC=CC=C1)C=1N=C(SC1)C(C(=O)N)=C (4-phenylthiazol-2-yl)acrylamide